N-(1'-(6-chloro-2-(1,1-difluoropropyl)pyrimidin-4-yl)-1',2'-dihydrospiro[cyclopropan-1,3'-pyrrolo[3,2-C]pyridin]-6'-yl)acetamide ClC1=CC(=NC(=N1)C(CC)(F)F)N1CC2(C=3C=NC(=CC31)NC(C)=O)CC2